FC=1C=C(C=C(C1)OCCN1CCOCC1)NC=1OC(=CN1)C1=CC=C(C#N)C=C1 4-(2-((3-fluoro-5-(2-morpholinoethoxy)phenyl)amino)oxazol-5-yl)benzonitrile